2,4-diphenyl-6-(3-(2,6,8-triphenyldibenzo[b,d]thiophen-4-yl)phenyl)-1,3,5-triazine C1(=CC=CC=C1)C1=NC(=NC(=N1)C1=CC=CC=C1)C1=CC(=CC=C1)C1=CC(=CC2=C1SC1=C2C=C(C=C1C1=CC=CC=C1)C1=CC=CC=C1)C1=CC=CC=C1